FC(C12CC(C1)(C2)C=2N=C1N(C=C(C(=C1)OC)C(=O)NC1=NC(=CC=C1)OC)C2)F 2-(3-(difluoromethyl)bicyclo[1.1.1]pent-1-yl)-7-methoxy-N-(6-methoxypyridin-2-yl)imidazo[1,2-a]pyridine-6-carboxamide